1-ethylbenzo[d][1,3,2]thiaselenazol-1-one C(C)S1(N[Se]C2=C1C=CC=C2)=O